C(#N)[Fe-2](C#N)(C#N)(C#N)C#N pentacyanoiron (III)